ClC1=CC=C(C(=N1)C#N)F 6-chloro-3-fluoropyridinecarbonitrile